1-Hexyl-4-Methylpiperidinium cyanid 3-[(3-chloro-2-methylphenyl)carbamothioyl]-2-oxo-5,6-dihydropyridine-1-carboxylate ClC=1C(=C(C=CC1)NC(=S)C=1C(N(CCC1)C(=O)[O-])=O)C.[C-]#N.C(CCCCC)[NH+]1CCC(CC1)C.C(CCCCC)[NH+]1CCC(CC1)C